C(C)C(CP(OC(CCCCCC)C)([O-])=O)CCCC (1-methylheptyl) ((2-ethylhexyl) phosphonate)